5-(5-(cyclopropylcarbamoyl)-2-methylphenyl)-2-((1-hydroxy-2-methylpropan-2-yl)amino)-N-(1-methylazetidin-3-yl)nicotinamide C1(CC1)NC(=O)C=1C=CC(=C(C1)C=1C=NC(=C(C(=O)NC2CN(C2)C)C1)NC(CO)(C)C)C